tert-butyl (3S)-3-[[5-[2-[(6-methyl-2-pyridyl)amino]pyrimidin-5-yl]-3-pyridyl]amino]pyrrolidine-1-carboxylate CC1=CC=CC(=N1)NC1=NC=C(C=N1)C=1C=C(C=NC1)N[C@@H]1CN(CC1)C(=O)OC(C)(C)C